SPERMINE NCCCNCCCCNCCCN